(8R)-allyl 8-(5-(1-(3-(tetrahydro-2H-pyran-4-yl)-1H-pyrazol-1-yl)ethyl)-1,2,4-oxadiazol-3-yl)-2-(1-(trifluoromethyl)cyclopropanecarbonyl)-2,6-diazaspiro[3.4]octane-6-carboxylate O1CCC(CC1)C1=NN(C=C1)C(C)C1=NC(=NO1)[C@H]1CN(CC12CN(C2)C(=O)C2(CC2)C(F)(F)F)C(=O)OCC=C